2,2-dichloro-8-(4-methylpiperazinyl)methyl-1,6-dioxa-2-silacyclooctane Cl[Si]1(OC(COCCC1)CN1CCN(CC1)C)Cl